C1CC=CC=2C3=CC=CC=C3C=CC12 dihydro-phenanthrene